ethyl 2-(2-((5-(3-(aminomethyl)-5-cyclopropylphenyl)-1-isopropyl-1H-indazol-3-yl)methoxy)phenyl)acetate NCC=1C=C(C=C(C1)C1CC1)C=1C=C2C(=NN(C2=CC1)C(C)C)COC1=C(C=CC=C1)CC(=O)OCC